FC1(CCN2[C@@H](CCC2C1)C(=O)OC)F methyl (3S)-7,7-difluorooctahydroindolizine-3-carboxylate